N-(2-cyclopropyl-3-(2,4-difluorophenyl)propyl)-3-oxo-2,3-dihydroisoxazole-5-carboxamide C1(CC1)C(CNC(=O)C1=CC(NO1)=O)CC1=C(C=C(C=C1)F)F